CN1[C@@H](CN(C[C@H]1C)[C@H]1CNCC1)C (2R,6R)-1,2,6-Trimethyl-4-((R)-pyrrolidin-3-yl)piperazine